stigmastan-5,22-dien-3-ol CC[C@H](C=C[C@@H](C)[C@H]1CC[C@H]2[C@@H]3CC=C4CC(CC[C@]4(C)[C@H]3CC[C@]12C)O)C(C)C